methyl 1-(2-amino-2-oxoethyl)-4-(((6-(cyclopropyl(4-(trifluoromethyl)benzyl)amino)-5-fluoropyrimidin-4-yl)amino)methyl)piperidine-4-carboxylate NC(CN1CCC(CC1)(C(=O)OC)CNC1=NC=NC(=C1F)N(CC1=CC=C(C=C1)C(F)(F)F)C1CC1)=O